COC(=O)C1(CCC2(C(=CC3=CC=4OCOC4C=C23)C[C@H](COCC2=CC=C(C=C2)OC)C)CC1)NC1=CC(=C(C=C1)F)Cl (1R,4R)-4-(3-chloro-4-fluoroanilino)-6'-{(2R)-3-[(4-methoxyphenyl)methoxy]-2-methylpropyl}-2'H-spiro[cyclohexane-1,5'-indeno[5,6-d][1,3]dioxole]-4-carboxylic acid methyl ester